(S)-2-aminobenzoic acid methyl ester COC(C1=C(C=CC=C1)N)=O